CC1=CC(=CC=C1)C=C\C=C\C1=CC=CC=C1 1-methyl-3-((7E,3E)-4-phenylbuta-1,3-dien-1-yl)benzene